6-Chloro-9-cyclopropylmethyl-8-(2,6-dichloro-pyridin-3-yl)-1-methyl-9H-pyrido[3,4-b]indole ClC=1C=C2C3=C(N(C2=C(C1)C=1C(=NC(=CC1)Cl)Cl)CC1CC1)C(=NC=C3)C